((1R,4R)-4-methoxycyclohexyl)-8-(4-(morpholinylsulfonyl)phenyl)pyrido[4,3-d]pyrimidine COC1CCC(CC1)C=1N=CC2=C(N1)C(=CN=C2)C2=CC=C(C=C2)S(=O)(=O)N2CCOCC2